NC1=C2C(=NC=N1)N(N=C2C2=CC=C(C=C2)OC2=CC=CC=C2)[C@H]2CN(CCC2)C(CCCN2CCN(CC2)CCCCCCCCNC2=C1CN(C(C1=CC=C2)=O)C2C(NC(CC2)=O)=O)=O 3-(4-((8-(4-(4-((R)-3-(4-amino-3-(4-phenoxyphenyl)-1H-pyrazolo[3,4-d]pyrimidin-1-yl)piperidin-1-yl)-4-oxobutyl)piperazin-1-yl)octyl)amino)-1-oxoisoindoline-2-yl)piperidine-2,6-dione